C1(CCC1)C[C@@H](C(=O)O)NC(=O)OCC1C2=CC=CC=C2C=2C=CC=CC12 (2S)-3-cyclobutyl-2-[9H-fluoren-9-ylmethoxycarbonylamino]propionic acid